C1(CCCC1)C(N1C=C(C=2C1=NC=C(C2)C=2C(=NOC2C)C)C2=CC(=NC=C2)C(=O)OC)C2=NC=CC=C2 methyl 4-(1-(cyclopentyl(pyridin-2-yl)methyl)-5-(3,5-dimethylisoxazol-4-yl)-1H-pyrrolo[2,3-b]pyridin-3-yl)picolinate